Cl.N1C[C@H](CC1)C(=O)OC(C)(C)C tert-butyl (S)-pyrrolidine-3-carboxylate hydrochloride